1-[4-chloro-2-hydroxy-3-[(3S)-piperidin-3-yl]sulfonylphenyl]-3-(3-fluoro-2-methylphenyl)urea ClC1=C(C(=C(C=C1)NC(=O)NC1=C(C(=CC=C1)F)C)O)S(=O)(=O)[C@@H]1CNCCC1